N-(3-((3-amino-6-(6-methoxy-2-azaspiro[3.3]hept-2-yl)pyridin-2-yl)oxy)propyl)-2,5-Dichloropyrimidin-4-amine NC=1C(=NC(=CC1)N1CC2(C1)CC(C2)OC)OCCCNC2=NC(=NC=C2Cl)Cl